(tert-butoxycarbonyl)-L-alanyl-L-valine methyl ester COC([C@@H](NC([C@@H](NC(=O)OC(C)(C)C)C)=O)C(C)C)=O